FC1=C(COC2=CC=3C[C@@H]4[C@H](C3C=C2)[C@H]4C(=O)O)C=C(C=C1)C1=C(C4=C(N=C(S4)C4=CC=NC=C4)C=C1)C (1S,1aS,6aR)-4-((2-fluoro-5-(7-methyl-2-(pyridin-4-yl)benzo[d]thiazol-6-yl)benzyl)oxy)-1,1a,6,6a-tetrahydrocyclopropa[a]indene-1-carboxylic acid